C(C)C1=C(C(=C(C(=C1C)OC(C)(C)C)C)C)O 2-Ethyl-3,5,6-trimethyl-4-tert.-butoxy-phenol